3-(2-((3-hydroxypent-4-yn-1-yl)oxy)phenyl)propanoic acid isopropyl ester C(C)(C)OC(CCC1=C(C=CC=C1)OCCC(C#C)O)=O